CC1=CC(=NC2=CC=C(C=C12)NC(=S)NCCCN1CCCC1)N1CCN(CC1)CC1CNCCC1 1-(4-methyl-2-(4-(piperidin-3-ylmethyl)piperazin-1-yl)quinolin-6-yl)-3-(3-(pyrrolidin-1-yl)propyl)thiourea